OC[C@@H]1CN(CCO1)C(=O)OC(C)(C)C tert-butyl (S)-2-(hydroxymethyl)-morpholine-4-carboxylate